(S)-1-(1-(1-ethoxy-5-methoxypyridin-2-yl)-2-(methylsulfonyl)ethyl)-4-(o-methylphenyl)-1H-benzo[d]imidazol-2(3H)-one C(C)ON1C(C=CC(=C1)OC)[C@@H](CS(=O)(=O)C)N1C(NC2=C1C=CC=C2C2=C(C=CC=C2)C)=O